tert-Butyl 6-[3-[3-[tert-butyl (dimethyl) silyl] oxy-3-[1-(trifluoromethyl) cyclopropyl] propoxy] pyrazol-1-yl]-2-chloro-pyridine-3-carboxylate [Si](C)(C)(C(C)(C)C)OC(CCOC1=NN(C=C1)C1=CC=C(C(=N1)Cl)C(=O)OC(C)(C)C)C1(CC1)C(F)(F)F